octyl-sulfonic acid dimethylbenzyl-aminoacetate CN(C(C(=O)O)CC1=CC=CC=C1)C.C(CCCCCCC)S(=O)(=O)O